C(C)(C)(C)NC(CC(C1=CC=C(C=C1)F)N1[C@@H](CN[C@H](C1)C)C)=O N-(tert-butyl)-3-((2r,5s)-2,5-dimethylpiperazin-1-yl)-3-(4-fluorophenyl)propanamide